4-((5-(dimethylphosphino)quinoxalin-6-yl)amino)pyrimidine-5-carbonitrile CP(C1=C2N=CC=NC2=CC=C1NC1=NC=NC=C1C#N)C